CN(C(=O)C1=CC=C(C=C1)S(=O)(=O)Cl)C 4-(dimethylcarbamoyl)benzene-1-sulfonyl chloride